4-[(3-{8-bromo-3-[(trifluoromethyl)sulfanyl]imidazo[1,2-a]pyridin-2-yl}prop-2-yn-1-yl)amino]-3-(difluoromethoxy)-N-methylbenzamide BrC=1C=2N(C=CC1)C(=C(N2)C#CCNC2=C(C=C(C(=O)NC)C=C2)OC(F)F)SC(F)(F)F